C(C1=CC=CC=C1)N1CCC(CC1)(C(=O)N)C1=NC=C(C=C1)Cl 1-benzyl-4-(5-chloro-2-pyridyl)piperidine-4-carboxamide